C(N)(=O)C1=CC=C(C=N1)NC(=O)C1=NC(=CC(=C1)C)N1C=NC=C1 N-(6-carbamoyl-pyridin-3-yl)-6-(1H-imidazol-1-yl)-4-methylpyridinecarboxamide